ClC1=CC=C2C(=C1)NC([C@]21[C@H]([C@@H](N[C@H]1C=C(C)C)C(=O)NC1=C(C=C(C(=O)O)C=C1)OC)C1=C(C(=CC=C1)Cl)F)=O |r| Racemic-4-[[(2'R,3R,3'S,5'S)-6-chloro-3'-(3-chloro-2-fluoro-phenyl)-5'-(2-methylprop-1-enyl)-2-oxo-spiro[indoline-3,4'-pyrrolidine]-2'-carbonyl]amino]-3-methoxy-benzoic acid